N(N)C=1C(=CN(C(C1)=O)C1CCOCC1)C(=O)O 4-hydrazinyl-6-oxo-1-(tetrahydro-2H-pyran-4-yl)-1,6-dihydropyridine-3-carboxylic acid